C1(CC2C(CC1)O2)CC[Si](C(C)C)(C(C)C)OC β-(3,4-epoxycyclohexyl)ethylmethoxydiisopropylsilane